BrC1=NC(=CC(=C1O)OC(CO)C(C)C)I 2-bromo-4-((1-hydroxy-3-methylbutan-2-yl)oxy)-6-iodopyridin-3-ol